CC1=NC(=CC(=C1)C=1C=CC2=C(CN(CCC2(C)C)C)C1)C 8-(2,6-dimethylpyridin-4-yl)-2,5,5-trimethyl-2,3,4,5-tetrahydro-1H-benzo[c]azepine